(R)-3-iodo-cyclopent-2-en-1-ol IC1=C[C@@H](CC1)O